ethyl (3bR,4aR)-1-(2-((1s,4S)-4-((3-methylpyridin-2-yl)oxy)cyclohexyl)ethyl)-3b,4,4a,5-tetrahydro-1H-cyclopropa[3,4]cyclopenta[1,2-c]pyrazole-3-carboxylate CC=1C(=NC=CC1)OC1CCC(CC1)CCN1N=C(C2=C1C[C@@H]1[C@H]2C1)C(=O)OCC